Methyl (E)-4-(((Diphenylphosphoryl)Imino)Methyl)Benzoate C1(=CC=CC=C1)P(=O)(C1=CC=CC=C1)\N=C\C1=CC=C(C(=O)OC)C=C1